ClC=1C(NCCCC1)=O 3-chloro-6,7-dihydro-1H-azepin-2(5H)-one